CN1C=C(C2=CC=CC(=C12)S(=O)(=O)C)C(=O)N methyl-7-(methylsulfonyl)-1H-indole-3-carboxamide